ClC1=CC(=CC(=N1)NC1CCC(CC1)(F)F)COC 6-chloro-N-(4,4-difluorocyclohexyl)-4-(methoxymethyl)pyridin-2-amine